BrC=1C=C2C(=NC1C(CC1=CC(=CC(=C1)F)F)CC(C)(S(=O)N)C)N(N=C2)COCC[Si](C)(C)C (1-(5-bromo-1-((2-(trimethylsilyl)ethoxy)methyl)-1H-pyrazolo[3,4-b]pyridin-6-yl)-2-(3,5-difluorophenyl)ethyl)-2-methylpropane-2-sulfinamide